BrC=1C=C(N)C=C(C1I)Br 3,5-dibromo-4-iodoaniline